CC1=C(C(=C(C(=C1C)B(O)O)C)C)C.B(OC)(OC)O dimethyl borate (dimethyl mesitylboronate)